(2S)-3-(5-bromothiophen-2-yl)-2-(9H-fluoren-9-ylmethoxycarbonylamino)propionic acid BrC1=CC=C(S1)C[C@@H](C(=O)O)NC(=O)OCC1C2=CC=CC=C2C=2C=CC=CC12